C1(CCC1)NC(C[C@H](CCN1CCCCC1)NC(=O)C1=NN(C(=C1)C1=C(C=CC=C1)C(C)C)C1CCCC1)=O (3S)-N-cyclobutyl-3-({1-cyclopentyl-5-[2-(propan-2-yl)phenyl]-1H-pyrazol-3-yl}formamido)-5-(piperidin-1-yl)pentanamide